C(C)(C)(C)C1=CC(=C(C=N1)NCC#C)OC 6-tert-butyl-4-methoxy-N-prop-2-ynyl-pyridin-3-amine